3-methoxy-7,7-dimethyl-7H-benzo[c]fluorene-2,5-diol COC=1C(=CC2=C(C(=CC=3C(C=4C=CC=CC4C23)(C)C)O)C1)O